Bis(cyclopentylamine) Platinum(II) dichloride [Pt](Cl)Cl.C1(CCCC1)N.C1(CCCC1)N